tert-butyl 4-((1-(3-bromophenyl)-3-(trifluoromethyl)-4,5,6,7-tetrahydro-1H-indazol-7-yl)oxy)benzoate BrC=1C=C(C=CC1)N1N=C(C=2CCCC(C12)OC1=CC=C(C(=O)OC(C)(C)C)C=C1)C(F)(F)F